FC(C=1N=CSC1C(=O)O)(F)F.CC(C(=O)NC1CCN(CC1)C)(COC1=C(C=CC=C1)OC(F)(F)F)C 2,2-dimethyl-N-(1-methylpiperidin-4-yl)-3-(2-(trifluoromethoxy)phenoxy)propanamide 4-(trifluoromethyl)thiazole-5-carboxylate